ClC1=C(C=C(C=C1)F)C1=CC=C(N=N1)OCC1C[C@@H]2[C@@H](CN(C2)CC2=NC=CC=C2C)C1 (3aR,6aS)-5-[[6-(2-chloro-5-fluoro-phenyl)pyridazin-3-yl]oxymethyl]-2-[(3-methyl-2-pyridyl)methyl]-3,3a,4,5,6,6a-hexahydro-1H-cyclopenta[c]pyrrole